1-[6-chloro-2-[3-(difluoromethyl)-5-methyl-pyrazol-1-yl]-3-pyridyl]ethanone ClC1=CC=C(C(=N1)N1N=C(C=C1C)C(F)F)C(C)=O